NCCNCCC[SiH2]C(OC)(OC)OC [N-(2-aminoethyl)-3-aminopropyl]trimethoxymethylsilane